4-(3-hydroxyazetidin-1-yl)cyclobut-3-ene-1,2-dione OC1CN(C1)C1=CC(C1=O)=O